BrC1=NC=C(C=N1)COC=1C=CC(=C(C(=O)OC)C1)[N+](=O)[O-] Methyl 5-((2-bromopyrimidin-5-yl)methoxy)-2-nitrobenzoate